tert-butylcaprolactone C(C)(C)(C)C1C(=O)OCCCC1